C1(CC1)C=1C=CC(=NC1OC)OC1CCC2(CN(C2)C(=O)C2CC(C2)(C)O)CC1 (7-((5-Cyclopropyl-6-methoxypyridin-2-yl)oxy)-2-azaspiro[3.5]nonan-2-yl)((1s,3s)-3-hydroxy-3-methylcyclobutyl)methanone